3-fluoro-2-(5-methyl-1-oxo-6-(4-(1H-pyrazol-1-yl)benzyl)-1,3-dihydro-2H-isoindol-2-yl)benzonitrile FC=1C(=C(C#N)C=CC1)N1C(C2=CC(=C(C=C2C1)C)CC1=CC=C(C=C1)N1N=CC=C1)=O